FC1=CC=C2C(C(N(C2=C1)C(=O)OC(C)(C)C)=O)(C)C tert-butyl 6-fluoro-3,3-dimethyl-2-oxoindoline-1-carboxylate